C1(CCCCC1)C1=CC=C(CC=2C(=C(SC2C)C)C(=O)NC2CC3(CC(C3)C(=O)O)C2)C=C1 6-(4-(4-cyclohexylbenzyl)-2,5-dimethylthiophene-3-carboxamido)spiro[3.3]heptane-2-carboxylic acid